OCCN(CCN(CC(=O)O)CCN(CC(=O)O)CCO)CCO N-[2-[bis(2-hydroxyethyl)amino]ethyl]-N'-2-hydroxyethyl-N,N'-ethylenedi-glycine